(2S)-2-(6-chloro-4-methyl-1,1-dioxido-3,4-dihydro-2H-pyrido[3,2-e][1,2,4]thiadiazin-2-yl)-3-(6-fluoro-2,3-dimethylphenyl)butanoic acid ClC1=CC=2N(CN(S(C2N=C1)(=O)=O)[C@H](C(=O)O)C(C)C1=C(C(=CC=C1F)C)C)C